(S)-8-(6-chloro-2-methylpyrimidin-4-yl)octahydropyrazino[2,1-c][1,4]oxazine ClC1=CC(=NC(=N1)C)N1C[C@H]2COCCN2CC1